(2S)-1-(4-methyl-5-(5-trifluoromethanesulfonyl-6-methoxypyridin-3-yl)-1,3-thiazol-2-ylcarbamoyl)proline methyl ester COC([C@H]1N(CCC1)C(NC=1SC(=C(N1)C)C=1C=NC(=C(C1)S(=O)(=O)C(F)(F)F)OC)=O)=O